Cl.ClC1=CC=C(C=C1)[C@H](CF)N (R)-1-(4-chlorophenyl)-2-fluoroethane-1-amine hydrochloride